(4-chlorophenyl)-4,6-dimethoxybenzofuran-3(2H)-one ClC1=CC=C(C=C1)C1OC2=C(C1=O)C(=CC(=C2)OC)OC